OC1=C(C=CC=C1)NC=1SC(CN1)(C)C (R)-2-((2-hydroxyphenyl)amino)-5,5-dimethyl-4,5-dihydrothiazole